1-((3R,4S)-3-fluoro-4-((6-fluoro-5-(1-(2-fluoroethyl)-2-methyl-1H-benzo[d]imidazol-6-yl)-4-methoxypyrrolo[2,1-f][1,2,4]triazin-2-yl)amino)piperidin-1-yl)ethan-1-one-2,2,2-d3 F[C@@H]1CN(CC[C@@H]1NC1=NN2C(C(=N1)OC)=C(C(=C2)F)C=2C=CC1=C(N(C(=N1)C)CCF)C2)C(C([2H])([2H])[2H])=O